4-((4-((5-(benzofuran-5-yl)-2-methoxyphenyl)amino)-7-methoxyquinazolin-6-yl)oxy)piperidin-1-lactic acid di-carbonate C(O)(O)=O.C(O)(O)=O.O1C=CC2=C1C=CC(=C2)C=2C=CC(=C(C2)NC2=NC=NC1=CC(=C(C=C21)OC2CCN(CC2)CC(C(=O)O)O)OC)OC